C(C)(C)(C)OC(=O)C(CN=C(NCCC(=O)N(CCCCCCCCCCCCCC)CCCCCCCCCCCCCC)NCC(C(=O)OC(C)(C)C)N)N 3-[N',N''-bis(2-tertbutyl-oxycarbonyl-aminoethyl)guanidino]-N,N-dimyristylpropionamide